ClC=1C=C2C=C(N(C2=CC1)CCCS(=O)(=O)C)CNC=1C=NC=CC1NCC(F)(F)F N3-((5-chloro-1-(3-(methylsulfonyl)propyl)-1H-indol-2-yl)methyl)-N4-(2,2,2-trifluoroethyl)-pyridine-3,4-diamine